C(C)OC(C(C(C1=CC=CC=C1)=O)C1=NC=CC(=C1[N+](=O)[O-])Cl)=O 2-(4-chloro-3-nitropyridin-2-yl)-3-oxo-3-phenylpropionic acid ethyl ester